CC1=NC(=CC(=N1)NC1=C(C(=O)NOCC)C(=CC=N1)NC=1C(=NC(=CC1)C)N(S(=O)(=O)C)C)C ((2,6-Dimethylpyrimidin-4-yl)amino)-N-ethoxy-4-((6-methyl-2-(N-methylmethylsulfonamido)pyridine-3-yl)amino)nicotinamide